4-[3-(trifluoromethyl)-4-{[2-(trifluoromethyl)phenyl]methoxy}phenyl]-2H,4H,5H,6H,7H-pyrazolo[3,4-b]pyridin-6-one FC(C=1C=C(C=CC1OCC1=C(C=CC=C1)C(F)(F)F)C1C=2C(NC(C1)=O)=NNC2)(F)F